C(C)(=O)NC1=NC=CC(=C1)OC1=C(C=C(C=C1)NC1=NC=CC=C1C(=O)O)F 2-[(4-[(2-acetamidopyridin-4-yl)oxy]-3-fluorophenyl)amino]pyridine-3-carboxylic acid